NC=1N(N=C2CN(CCC21)CC(C)C)C(=O)C2CCNC1=CC=CC=C21 1-(3-amino-2-(1,2,3,4-tetrahydro-quinoline-4-carbonyl)-4,5-dihydro-2H-pyrazolo[3,4-c]pyridin-6(7H)-yl)-2-methylpropan